2-furylmethanol O1C(=CC=C1)CO